5-amino-3-(3-chloro-5-(trifluoromethyl)pyridin-2-yl)-6-fluorobenzothiazol-2(3H)-one NC=1C(=CC2=C(N(C(S2)=O)C2=NC=C(C=C2Cl)C(F)(F)F)C1)F